(R)-β-aminopentanoic acid N[C@@H](CC(=O)O)CC